C(C)(=O)NC=1C=C2C(=CN1)N(C=C2B2OC(C(O2)(C)C)(C)C)C(=O)OC(C)(C)C tert-butyl 5-acetylamino-3-(4,4,5,5-tetramethyl-1,3,2-dioxaborolan-2-yl)-1H-pyrrolo[2,3-c]pyridine-1-carboxylate